Tert-Butyl 2-(Cyclopentanecarbonyl)Hydrazine-1-Carboxylate C1(CCCC1)C(=O)NNC(=O)OC(C)(C)C